4-(4'-fluorophenyl)-2-(4'-methylsulfinylphenyl)-5-(4'-pyridyl)-imidazole CS(=O)C1=CC=C(C=C1)C2=NC(=C(N2)C3=CC=CC=N3)C4=CC=C(C=C4)F